ClC1=C(CNS(=O)(=O)C=2C=C3C(=CC(N(C3=CC2)C)=O)C)C=CC=C1 N-(2-chlorobenzyl)-1,4-dimethyl-2-oxo-1,2-dihydroquinoline-6-sulfonamide